Chromeno-xanthenium C1=C2C=C3C(C=CC=4OC=5C=CC=CC5CC34)=[O+]C2=CC=C1